6-[6-(trifluoromethyl)pyridin-2-yl]-2,6-diazaspiro[3.5]nonane hydrochloride Cl.FC(C1=CC=CC(=N1)N1CC2(CNC2)CCC1)(F)F